NC1=C(C=C(C=N1)C1=CC=C(C=C1)C(=O)N1CC(NC(C1)C)C)OCC1=C(C=CC=C1)C {4-[6-amino-5-(2-methyl-benzyloxy)-pyridin-3-yl]-phenyl}-(3,5-dimethyl-piperazin-1-yl)-methanone